N,4-dimethyl-N-((trifluoromethyl)thio)benzenesulfonamide CN(S(=O)(=O)C1=CC=C(C=C1)C)SC(F)(F)F